N[C@@H](C(=O)O)CNC(C1=CC(=CC(=C1)F)C1(C(C1)C)C)=O (R)-2-amino-3-(3-(1,2-dimethylcyclopropyl)-5-fluorobenzamido)propanoic acid